6-[2-methyl-4-({(1R)-1-[2-methyl-3-(trifluoromethyl)phenyl]ethyl}amino)pyrido[2,3-d]pyrimidin-6-yl]-2,6-diazaspiro[3.3]heptane-2-carboxamide CC=1N=C(C2=C(N1)N=CC(=C2)N2CC1(CN(C1)C(=O)N)C2)N[C@H](C)C2=C(C(=CC=C2)C(F)(F)F)C